C1(CC1)CN1C(=NC2=C1C=CC=C2)C2CCN(CC2)CC=2C=CC=C1C(=NN(C21)C)C2=CC(=CC=C2)F 7-((4-(1-(cyclopropylmethyl)-1H-benzo[d]imidazol-2-yl)piperidin-1-yl)methyl)-3-(3-fluorophenyl)-1-methyl-1H-indazole